(R)-2-(3-(1-(4-cyclopropyl-4H-1,2,4-triazol-3-yl)propan-2-yl)phenyl)-4-(trifluoromethyl)isoindolin-1-one C1(CC1)N1C(=NN=C1)C[C@@H](C)C=1C=C(C=CC1)N1C(C2=CC=CC(=C2C1)C(F)(F)F)=O